2-phenylsuberic acid C1(=CC=CC=C1)C(C(=O)O)CCCCCC(=O)O